2-[(2S)-4-[2-[[(2S)-1-(6-aminohexyl)pyrrolidin-2-yl]methoxy]-7-(8-chloro-1-naphthyl)-6,8-dihydro-5H-pyrido[3,4-d]pyrimidin-4-yl]-1-prop-2-enoyl-piperazin-2-yl]acetonitrile NCCCCCCN1[C@@H](CCC1)COC=1N=C(C2=C(N1)CN(CC2)C2=CC=CC1=CC=CC(=C21)Cl)N2C[C@@H](N(CC2)C(C=C)=O)CC#N